N-(2-chloro-6-nitrophenyl)-N-methylmethylsulfonamide ClC1=C(C(=CC=C1)[N+](=O)[O-])N(S(=O)(=O)C)C